((1s,3s)-3-(4-bromophenoxy)cyclobutyl)carbamate BrC1=CC=C(OC2CC(C2)NC([O-])=O)C=C1